N-(3-Chloro-4-fluorophenyl)-N1-(3-chlorophenyl)-6-morpholin-4-yl-[1,3,5]triazine-2,4-diamine ClC=1C=C(C=CC1F)NC1N(C(=NC(=N1)N)N1CCOCC1)C1=CC(=CC=C1)Cl